4-(propan-2-yloxy)-8,14-dioxa-10,19,20-triazatetracyclo[13.5.2.12,6.018,21]tricosa-1(20),2,4,6(23),15,17,21-heptaen-9-one CC(C)OC=1C=C2C3=NNC4=CC=C(OCCCNC(OCC(C1)=C2)=O)C=C34